[C@@]12(COC[C@@H]2C1)N1N=C2N=C(C=NC2=C1)C1=C(C=C(C=C1C)C(F)(F)F)O 2-(2-((1R,5R)-3-oxabicyclo[3.1.0]hexan-1-yl)-2H-pyrazolo[3,4-b]pyrazin-6-yl)-3-methyl-5-(trifluoromethyl)phenol